1-((5S*)-9-(3-isopropylphenyl)-4-oxa-1,3-diazabicyclo[3.3.1]non-6-en-3-yl)-3-phenylpropan-1-one C(C)(C)C=1C=C(C=CC1)C1N2CN(O[C@H]1C=CC2)C(CCC2=CC=CC=C2)=O |o1:14|